ClC1=CC=C(CN2C(=NC=3N(C(N(C(C23)=O)CCCO)=O)C)C#CC(C)OCC)C=C1 7-(4-chlorobenzyl)-8-(3-ethoxybut-1-yn-1-yl)-1-(3-hydroxypropyl)-3-methyl-3,7-dihydro-1H-purine-2,6-dione